R-methionine N[C@H](CCSC)C(=O)O